OC1=C(C=C(C=C1C(C)(C)C)C(C(=O)OCC(COC(C(C)C1=CC(=C(C(=C1)C(C)(C)C)O)C(C)(C)C)=O)(COC(C(C)C1=CC(=C(C(=C1)C(C)(C)C)O)C(C)(C)C)=O)COC(C(C)C1=CC(=C(C(=C1)C(C)(C)C)O)C(C)(C)C)=O)C)C(C)(C)C pentaerythritol tetrakis(4-hydroxy-3,5-di-tert-butylphenyl propionate)